4-((4-Methyl-3-nitrophenyl)ethynyl)benzaldehyde CC1=C(C=C(C=C1)C#CC1=CC=C(C=O)C=C1)[N+](=O)[O-]